(1S,2R)-2-ALLYL-2-METHYLCYCLOPENTANE-1-SULFONAMIDE C(C=C)[C@@]1([C@H](CCC1)S(=O)(=O)N)C